acrylamide, acrylic acid salt C(C=C)(=O)O.C(C=C)(=O)N